(E)-N'-(3,5-dimethoxybenzylidene)-5-(4-ethoxyphenyl)-4-fluoronicotinohydrazide COC=1C=C(\C=N\NC(C2=CN=CC(=C2F)C2=CC=C(C=C2)OCC)=O)C=C(C1)OC